CCCCCCCCCCCCCCCCCCCCCCCCCCCCCCCCCCCCCCCCCCCCCCCCCCCCCCCCCCCCCCCCCCCCCCCCCCCCCCCCCCCCCCCCCCCCCCCCCCCCCCCCCCC Heptahectane